1-methyl-6-nitro-1H-indazole-3-carbonitrile CN1N=C(C2=CC=C(C=C12)[N+](=O)[O-])C#N